N1(CCNCC1)C1=C2CCCN(C2=CC=C1)C(=O)OCC1=CC=CC=C1 benzyl 5-piperazin-1-yl-3,4-dihydro-2H-quinoline-1-carboxylate